C1(=CC=CC=C1)S(=O)(=O)N1C=CC=C1 1-(phenylsulfonyl)pyrrole